Methyl 4-(4-bromo-3-formyl-1H-pyrazol-1-yl)benzoate BrC=1C(=NN(C1)C1=CC=C(C(=O)OC)C=C1)C=O